1-(3-(4-Methoxyphenyl)-1,2,4-oxadiazol-5-yl)-N-((1-((1-Methyl-1H-pyrrol-2-yl)methyl)pyrrolidin-3-yl)methyl)piperidin-4-carboxamid COC1=CC=C(C=C1)C1=NOC(=N1)N1CCC(CC1)C(=O)NCC1CN(CC1)CC=1N(C=CC1)C